5,15-dihydroxy-eicosatetraenoic acid OC(=CC=CC(=O)O)C=CC=CCCCCCC(CCCCC)O